3-[[4-amino-8-(trans-4-aminocyclohexoxy)-5,5-dimethyl-6H-benzo[h]quinazolin-7-yl]sulfonyl]propanenitrile NC1=NC=NC=2C3=C(CC(C12)(C)C)C(=C(C=C3)O[C@@H]3CC[C@H](CC3)N)S(=O)(=O)CCC#N